C1CCC12N(CCC2)CC(=O)NC=2C=C(C(=NC2)C)C=2N1C(SC2C=2C=NN(C2)CCO)=C(C=N1)C(=O)N (5-(2-(5-azaspiro[3.4]oct-5-yl)acetamido)-2-methylpyridin-3-yl)-2-(1-(2-hydroxyethyl)-1H-pyrazol-4-yl)pyrazolo[5,1-b]thiazole-7-carboxamide